2-(2,4-difluorophenyl)pyrrolidine hydrochloride Cl.FC1=C(C=CC(=C1)F)C1NCCC1